C[C@H]1CC[C@@H](NC1)C1=CC2=CN(N=C2C=C1)[C@H]1CN(CC1)C 5-[(2R,5S)-5-Methyl-2-piperidyl]-2-[(3R)-1-methylpyrrolidin-3-yl]indazole